S(=O)(=O)(O)Cl Sulfochlorid